ClC1=C(C=CC(=C1)F)CC(=O)NC1=CC(=C(C=C1)COC1=CC=C(C=C1)F)S(N)(=O)=O 2-(2-chloro-4-fluorophenyl)-N-(4-((4-fluorophenoxy)methyl)-3-sulfamylphenyl)acetamide